(R)-4-[2-(4-Fluorophenyl)-7-methyl-4,5,6,7-tetrahydropyrazolo[1,5-a]pyridin-3-yl]-1H-pyrazolo[3,4-b]pyridine FC1=CC=C(C=C1)C1=NN2C(CCC[C@H]2C)=C1C1=C2C(=NC=C1)NN=C2